COC=1C(=C(C2=CC=C3C=CC=C4C=CC1C2=C43)C=O)OC dimethoxypyrenecarboxaldehyde